3-[4-amino-3-[4-[[(2-methoxybenzoyl)amino]methyl]phenyl]pyrazolo[3,4-d]pyrimidin-1-yl]cyclohexanecarboxylic acid NC1=C2C(=NC=N1)N(N=C2C2=CC=C(C=C2)CNC(C2=C(C=CC=C2)OC)=O)C2CC(CCC2)C(=O)O